BrC=1C(=C(C=CC1)S(=O)(=O)NC)CCO 3-bromo-2-(2-hydroxyethyl)-N-methylbenzenesulfonamide